3-fluoro-5-hydroxyphenylboric acid FC=1C=C(C=C(C1)O)OB(O)O